2-(((1-(2,5-dimethoxy-4-methylphenyl)propan-2-yl)amino)methyl)phenol COC1=C(C=C(C(=C1)C)OC)CC(C)NCC1=C(C=CC=C1)O